ClC1=C(C=C(C=C1)NC(C=C)=O)NC1=NC(=NC=C1)NC=1C=NN(C1)C N-(4-chloro-3-((2-((1-methyl-1H-pyrazol-4-yl)amino)pyrimidin-4-yl)amino)phenyl)acrylamide